tert-butyl 3-(6,8-difluoro-5-methoxy-2-((1-(((R)-3-methylmorpholino) methyl)cyclopropyl)methoxy)quinazolin-4-yl)-3,8-diazabicyclo[3.2.1]octane-8-carboxylate FC=1C(=C2C(=NC(=NC2=C(C1)F)OCC1(CC1)CN1[C@@H](COCC1)C)N1CC2CCC(C1)N2C(=O)OC(C)(C)C)OC